(7E)-7,9-decadienoate C(CCCCC\C=C\C=C)(=O)[O-]